ClC1=C(C(=CC(=C1)F)Cl)C1=CC=C(C=2OCCNC21)C(=O)OC methyl 5-(2,6-dichloro-4-fluorophenyl)-3,4-dihydro-2H-benzo[b][1,4]oxazine-8-carboxylate